C(C)(=O)C1=NN(C2=CC=C(C=C12)C=1C=NC(=NC1)C)CC(=O)N1[C@@H]2C[C@@]2(C[C@H]1C(=O)NCCCN)C (1R,3S,5R)-2-(2-(3-acetyl-5-(2-methylpyrimidin-5-yl)-1H-indazol-1-yl)acetyl)-N-(3-aminopropyl)-5-methyl-2-azabicyclo[3.1.0]hexane-3-carboxamide